1-{[2-(azidomethyl)imidazo[1,2-a]pyridin-6-yl]methyl}-4,4-dimethylpiperidine N(=[N+]=[N-])CC=1N=C2N(C=C(C=C2)CN2CCC(CC2)(C)C)C1